ClC=1N=CC2=C(N1)N(C(=C2)C(F)F)CC=2C(=NC=CN2)N(S(=O)(=O)C)C N-(3-((2-chloro-6-(difluoromethyl)-7H-pyrrolo[2,3-d]pyrimidin-7-yl)methyl)pyrazin-2-yl)-N-Methylmethanesulfonamide